CN(CCOCCN(CCO)C)C 2-((2-(2-(dimethylamino)ethoxy)ethyl)methyl-amino)-ethanol